CC1=CC=C(C=C1)S(=O)(=O)O.FC1(CCNCC1)C(=O)N[C@@H](\C=C/S(=O)(=O)C)C 4-fluoro-N-[(Z,1R)-1-methyl-3-methylsulfonyl-allyl]piperidine-4-carboxamide, 4-methylbenzenesulfonic acid salt